FC1([C@H]2C[C@@H]([C@H]([C@@H](C1)N2)OC)N(C=2N=CC(=NC2)C2=C(C=C(C=C2)N2C=NC=C2)O)C)F 2-(5-(((1R,2S,3S,5R)-6,6-difluoro-2-methoxy-8-azabicyclo[3.2.1]octan-3-yl)(methyl)amino)pyrazin-2-yl)-5-(1H-imidazol-1-yl)phenol